2-amino-6-(piperazinylmethyl)benzothiazole NC=1SC2=C(N1)C=CC(=C2)CN2CCNCC2